C(C)(C)(C)OC(=O)N1[C@@H]([C@@H](O[C@@H](C1)C)C)C([2H])([2H])O.CCC1=NC2=CC=CC=C2C(=C1)OCCCCO 2-2-ethyl-4-(4-hydroxybutoxy)quinoline tert-butyl-(2S,3R,6R)-3-(hydroxymethyl-d2)-2,6-dimethylmorpholine-4-carboxylate